C(N)(=N)C=1C=C(SC1)CNC(=O)[C@H]1N(CC2(C1)CCCC2)C(CNC(CCCOC2=CC=CC=C2)=O)=O (S)-N-((4-carbamimidoylthiophen-2-yl)methyl)-2-((4-phenoxybutanoyl)-glycyl)-2-azaspiro[4.4]nonane-3-carboxamide